(±)-trans-N-[3-(tetrahydro-2H-pyran-4-yloxy)phenyl]-4-phenylpyrrolidine O1CCC(CC1)OC=1C=C(C=CC1)N1CC[C@@H](C1)C1=CC=CC=C1 |r|